5-bromo-2',3',5',6'-tetrahydrospiro[indene-1,4'-pyran]-3(2H)-one BrC=1C=C2C(CC3(CCOCC3)C2=CC1)=O